CN(C1=CC=C(S1)\C=C\1/C(=NOC1=O)C(=O)OCC)C ethyl (E)-4-((5-(dimethylamino)thiophen-2-yl)methylene)-5-oxo-4,5-dihydroisoxazole-3-carboxylate